2-((5-bromo-2-nitrophenyl)amino)ethan-ol BrC=1C=CC(=C(C1)NCCO)[N+](=O)[O-]